CN(C=1SC(=C(N1)C1=CC=CC=C1)OC1=CC(=NC=C1)NC1=CC=CC(=N1)C(=O)OC)C Methyl 6-((4-((2-(Dimethylamino)-4-phenylthiazol-5-yl)oxy)pyridin-2-yl)amino)picolinate